iron naphthalate C1=CC=C2C(=C1)C=CC=C2C(=O)O.C1=CC=C2C(=C1)C=CC=C2C(=O)O.[Fe]